4-(5-amino-1H-pyrazol-4-yl)piperidine-1-carboxylic acid tert-butyl ester C(C)(C)(C)OC(=O)N1CCC(CC1)C=1C=NNC1N